1-[4-methyl-5-(4,4,5,5-tetramethyl-1,3,2-dioxaborolan-2-yl)pyridin-2-yl]propan-1-one CC1=CC(=NC=C1B1OC(C(O1)(C)C)(C)C)C(CC)=O